O[C@H](C)C1=CC(=NC=C1)N1N=CC(=C1)S(=O)(=O)NC=1C(=CC=C2C=NN(C12)C)OC (R)-1-(4-(1-hydroxyethyl)pyridin-2-yl)-N-(6-methoxy-1-methyl-1H-indazol-7-yl)-1H-pyrazole-4-sulfonamide